O.[Br-].[Mg+2].[Br-] magnesium bromide, hydrate